N-((2-chloropyrimidin-5-yl)-(S)-(methyl)(oxo)-λ6-sulfanylidene)-2,2,2-trifluoroacetamide ClC1=NC=C(C=N1)[S@@](=NC(C(F)(F)F)=O)(=O)C